C1(=CC=CC=C1)C1=CC(=NC=2N1N=C(C2)C(=O)O)N2CCCC2 7-phenyl-5-(pyrrolidin-1-yl)pyrazolo[1,5-a]pyrimidine-2-carboxylic acid